5-(benzoyloxy)-1-phenyl-4-(pyridin-3-yl)-3-(trifluoromethyl)-4,5-dihydro-1H-pyrazolo[4,3-f][1,4]oxazepin C(C1=CC=CC=C1)(=O)ON1C=COC2=C(C1C=1C=NC=CC1)C(=NN2C2=CC=CC=C2)C(F)(F)F